3-Chloro-1H-pyrazole-5-carboxylic acid ClC1=NNC(=C1)C(=O)O